di-tert-butyl 4-aminoheptanedioate NC(CCC(=O)OC(C)(C)C)CCC(=O)OC(C)(C)C